COC=1C=C(C=C(C1)OC)C(C)(C(CCCCC)(O)C1=CC=C(C=C1)F)C 2-(3,5-dimethoxyphenyl)-3-(4-fluorophenyl)-2-methyloctan-3-ol